OC1(CC1)CN(C(C)=O)C N-((1-hydroxycyclopropyl)methyl)-N-methylacetamide